N[C@H]1CN(CCC1)C1=CC(=NN1C1=CC=C(C=C1)C)C1=CC(=C(C#N)C=C1)F |r| rac-4-{5-[(3R)-3-aminopiperidin-1-yl]-1-(4-methylphenyl)-1H-pyrazol-3-yl}-2-fluoro-benzonitrile